(R)-N-((5-chloro-2-methoxyphenyl)(1H-indol-2-yl)methyl)-4'-hydroxy-[1,1'-biphenyl]-3-carboxamide ClC=1C=CC(=C(C1)[C@@H](NC(=O)C=1C=C(C=CC1)C1=CC=C(C=C1)O)C=1NC2=CC=CC=C2C1)OC